S1(SCC=C1)=O 1,2-dithiolon